NC1=C(C=CC=C1)N=C(C(=O)O)C(=O)O 2-((2-aminophenyl)imino)malonic acid